C(C)(C)(C)OC(NCCOC1=C(C=CC(=C1)[C@@H](C)NC(C1=C(C=CC(=C1)N1CCN(CC1)C)C)=O)OC)=O.CN1N=NN=C1C1=CC=C(C=C1)C(C)=O 1-(4-(1-methyl-1H-tetrazol-5-yl)phenyl)ethan-1-one tert-butyl-N-[2-[2-methoxy-5-[(1R)-1-[[2-methyl-5-(4-methylpiperazin-1-yl)benzoyl]amino]ethyl]phenoxy]ethyl]carbamate